tert-butyl (4-((5-bromopyridin-3-yl)oxy)butyl)carbamate BrC=1C=C(C=NC1)OCCCCNC(OC(C)(C)C)=O